ClC1=NC=C(C(=C1)N[C@H](CCOC1=C(C(=NN1C)C)C1=NC=CC(=N1)N)C)C#CC=1C=NN(C1)CC(F)(F)F (S)-2-(5-(3-((2-chloro-5-((1-(2,2,2-trifluoroethyl)-1H-pyrazol-4-yl)ethynyl)pyridin-4-yl)amino)butoxy)-1,3-dimethyl-1H-pyrazol-4-yl)pyrimidin-4-amine